Cl.CN(C(CNC(=O)N1CC2=CC=C(C=C2C1)F)C1=CC=C(C=C1)OC)C N-(2-(dimethylamino)-2-(4-methoxyphenyl)ethyl)-5-fluoroisoindoline-2-carboxamide hydrochloride